C(C)(=O)OC1=C(C=C(C=C1)CC(=O)NC1=CC(=CC=C1)[C@@H]1CC[C@@H](CC1)OC(C)=O)OC 4-(2-{3-[(cis)-4-(acetyloxy) cyclohexyl] anilino}-2-oxoethyl)-2-methoxyphenyl acetate